C(C1=CC=CC=C1)OC(=O)N1C(CCCC1)C(=O)O 1-((BENZYLOXY)CARBONYL)PIPERIDINE-2-CARBOXYLIC ACID